N,N'-bis-(1,2,2,6,6-pentamethyl-4-piperidinyl)-hexamethylenediamine CN1C(CC(CC1(C)C)NCCCCCCNC1CC(N(C(C1)(C)C)C)(C)C)(C)C